S1C=NC2=C1C=C(C=C2)\C=C\2/N=C(NC2=O)N[C@@H](CC(C)C)CF (4Z)-4-(1,3-benzothiazol-6-ylmethylene)-2-[[(1S)-1-(fluoromethyl)-3-methyl-butyl]amino]-1H-imidazol-5-one